(2S,4R)-1-[(4S,5R)-7-acetyl-1-oxo-2,7-diazaspiro[4.4]nonane-4-carbonyl]-4-fluoro-N-[(S)-phenyl[4-(propan-2-yl)phenyl]methyl]pyrrolidine-2-carboxamide C(C)(=O)N1C[C@]2([C@@H](CNC2=O)C(=O)N2[C@@H](C[C@H](C2)F)C(=O)N[C@H](C2=CC=C(C=C2)C(C)C)C2=CC=CC=C2)CC1